OCC1=C(OC=C1)C(=O)O 3-(HYDROXYMETHYL)FURAN-2-CARBOXYLIC ACID